2-{3-[(5-bromo-2-nitrophenyl)amino]-3-methylpyrrolidin-1-yl}ethanol BrC=1C=CC(=C(C1)NC1(CN(CC1)CCO)C)[N+](=O)[O-]